BrC=1C=C2C(CC3(CCN(CC3)C(=O)OC(C)(C)C)C2=CC1)OC1=C(C=CC=C1)CC(=O)OCC tert-butyl 5-bromo-3-(2-(2-ethoxy-2-oxoethyl) phenoxy)-2,3-dihydrospiro[indene-1,4'-piperidine]-1'-carboxylate